methyl (4S,5R)-4-((tert-butoxycarbonyl) amino)-5-((tert-butyldimethylsilyl) oxy)hexanoate C(C)(C)(C)OC(=O)N[C@@H](CCC(=O)OC)[C@@H](C)O[Si](C)(C)C(C)(C)C